Cl.NC\C=C(\CN1C(=NC2=C1C=C(C=C2C2=CC(=CC=C2)S(NC2CC2)(=O)=O)C(=O)N(C)C)C)/F (Z)-1-(4-amino-2-fluorobut-2-en-1-yl)-4-(3-(N-cyclopropylsulfamoyl)phenyl)-N,N,2-trimethyl-1H-benzo[d]imidazol-6-carboxamide Hydrochloride